(2S,3R)-2-aminoheptacosane-1,3-diol N[C@@H](CO)[C@@H](CCCCCCCCCCCCCCCCCCCCCCCC)O